O=C1NC(NC1)=S oxo-2-sulfanylideneimidazolidin